ClC=1C=C(C=C2C(C(NC12)=O)=O)OC 7-chloro-5-methoxyindoline-2,3-dione